ClC1=CC=C(C(=N1)C(=O)NS(=O)(=O)C)N[C@H](C)C=1C=C(C=C2C(N(C(=NC12)N1CCC(CC1)C1=NC=C(N=C1)C)C)=O)Cl (R)-6-chloro-3-((1-(6-chloro-3-methyl-2-(4-(5-methylpyrazin-2-yl)piperidin-1-yl)-4-oxo-3,4-dihydroquinazolin-8-yl)ethyl)amino)-N-(methylsulfonyl)picolinamide